C1(=CC=CC=C1)[B-](C1=CC=CC=C1)(C1=CC=CC=C1)C1=CC=CC=C1.[Li+] lithium tetraphenylborate